C1=NC(=C(N1)CC(=O)[O-])O The molecule is a monocarboxylic acid anion resulting from the removal of the proton from the carboxy group of 5-hydroxyimidazole-4-acetic acid. It is a conjugate base of a 5-hydroxyimidazole-4-acetic acid.